Ethyl-[1-(phenylsulfonyl)-5-(4-fluorophenyl)-6-tetrahydropyran-4-yl-pyrrolo[2,3-f]indazol-7-yl] benzoate C(C1=CC=CC=C1)(=O)OC1=C(N(C=2C=C3C(=NN(C3=CC21)S(=O)(=O)C2=CC=CC=C2)CC)C2=CC=C(C=C2)F)C2CCOCC2